N1CNC2CN(CC=C21)C(=O)OC(C)(C)C tert-butyl tetrahydro-5H-imidazo[4,5-c]pyridine-5-carboxylate